2-Methyl-citric acid CC(C(=O)O)C(O)(C(=O)O)CC(=O)O